4-(2-{9-[Methyl-(7H-pyrrolo[2,3-d]pyrimidin-4-yl)-amino]-3-aza-spiro[5.5]undec-3-yl}-2-oxo-ethyl)-benzonitrile CN(C1CCC2(CCN(CC2)C(CC2=CC=C(C#N)C=C2)=O)CC1)C=1C2=C(N=CN1)NC=C2